C1(CC1)C1=NN(C=2N=C(NC(C21)=O)C)[C@H](C)C=2C=NC(=CC2)C(F)(F)F 3-Cyclopropyl-6-Methyl-1-[(1R)-1-[6-(Trifluoromethyl)Pyridin-3-Yl]Ethyl]-1H,4H,5H-Pyrazolo[3,4-d]Pyrimidin-4-One